CN1N=C(C=C1C1=NN2C(N=C(C=C2N2CCOCC2)N2N=C(C=C2)C=2C=C(C=CC2)C)=C1)C 4-[2-(2,5-dimethylpyrazol-3-yl)-5-[3-(m-tolyl)pyrazol-1-yl]pyrazolo[1,5-a]pyrimidin-7-yl]morpholine